P(=S)(OSCC=C)(OSCC=C)OSCC=C tris(allylthio) thiophosphate